C(C1=CC=CC=C1)OC(=O)N[C@]12CN(CC=C[C@@H]2C1)C(=O)OCC1=CC=CC=C1 benzyl (1R,7S)-1-(((benzyloxy)carbonyl)amino)-3-azabicyclo[5.1.0]oct-5-ene-3-carboxylate